C(C)(C)N1C[C@@H](CCC1)CC(=O)O (S)-2-(1-isopropylpiperidin-3-yl)acetic acid